C1(CCCCC1)NC(\C=C\C1=C(C=CC=C1)C(F)(F)F)=O (E)-N-cyclohexyl-3-(2-trifluoromethylphenyl)acrylamide